ClC1=C(C=C(C=C1)C#N)C=1NC2=CC(=C(C(=C2C(C1)=O)F)N1CC(C1)C(=O)N(C)C)F 1-(2-(2-chloro-5-cyanophenyl)-5,7-difluoro-4-oxo-1,4-dihydroquinolin-6-yl)-N,N-dimethylazetidine-3-carboxamide